C(CC1=CC=CC=C1)C=CC1=CC=CC=C1 phenethyl-styrene